(S)-N'-((3,3-dimethyl-1,2,3,5,6,7-hexahydrodicyclopenta[b,e]pyridin-8-yl)carbamoyl)-6-(2-hydroxypropan-2-yl)pyridine-3-sulfonimidamide CC1(CCC=2C1=NC1=C(C2NC(=O)N=[S@@](=O)(N)C=2C=NC(=CC2)C(C)(C)O)CCC1)C